6-[(2R,3S,4R,5S)-5-acetamido-3,4-dihydroxy-2-propyl-1-piperidinyl]-6-oxo-hexanoate C(C)(=O)N[C@@H]1[C@H]([C@H]([C@H](N(C1)C(CCCCC(=O)[O-])=O)CCC)O)O